NC[C@@H]1NCCC2=CC=CC=C12 (R)-1-Aminomethyl-1,2,3,4-tetrahydroisoquinoline